2-(2-(2-methoxyethoxy)ethoxy)-3-methoxypropionic acid COCCOCCOC(C(=O)O)COC